tetrahydrophthalic acid C1C=CCC(C1C(=O)O)C(=O)O